methyl-8-[(3R,5S)-4-(tert-butoxycarbonyl)-3,5-dimethylpiperazin-1-yl]-2-methoxy-3-methylquinoxaline-5-carboxylate COC(=O)C=1C=2N=C(C(=NC2C(=CC1)N1C[C@H](N([C@H](C1)C)C(=O)OC(C)(C)C)C)OC)C